(R)-(1,3-dimethyl-1H-pyrazol-5-yl)(4-(4-methoxypyrazolo[1,5-a]pyridin-2-yl)-6,7-dihydro-1H-imidazo[4,5-c]pyridin-5(4H)-yl)methanone CN1N=C(C=C1C(=O)N1[C@H](C2=C(CC1)NC=N2)C2=NN1C(C(=CC=C1)OC)=C2)C